ClC1=CC2=C(NC(=N2)C2=CC(=NN2CC2=CC=C(C=C2)OC)N)C=C1 5-(5-chloro-1H-benzimidazol-2-yl)-1-[(4-methoxyphenyl)methyl]pyrazol-3-amine